BrC1=C(C=CC=C1)C=1C(=CC=CC1)C1=CC=CC=C1 bromoterphenyl